2-(((3-(dimethylamino)propyl)amino)methylene)-5-phenylcyclohexane-1,3-dione CN(CCCNC=C1C(CC(CC1=O)C1=CC=CC=C1)=O)C